1,3-bis(4-methacryloxybutyl)tetramethyldisiloxane C(C(=C)C)(=O)OCCCC[Si](O[Si](CCCCOC(C(=C)C)=O)(C)C)(C)C